NC1(CC2=CC=CC=C2C=C1)CC(=O)O 2-amino-2-naphthylacetic acid